(5-((6-((S)-3-benzylisoxazolidin-2-yl)pyrimidin-4-yl)amino)-4-methoxy-2-(4-(tetrahydro-2H-pyran-4-yl)piperazin-1-yl)phenyl)acrylamide C(C1=CC=CC=C1)[C@@H]1N(OCC1)C1=CC(=NC=N1)NC=1C(=CC(=C(C1)C(C(=O)N)=C)N1CCN(CC1)C1CCOCC1)OC